trichloroacetic acid anion ClC(C(=O)[O-])(Cl)Cl